NC1=C(C(=NN1[C@H]1CN(C2(CC2)CC1)C#N)C1=CC=C(C=C1)OC1=NC=C(C=C1)Cl)C(=O)N (R)-5-amino-3-(4-((5-chloropyridin-2-yl)oxy)phenyl)-1-(4-cyano-4-azaspiro[2.5]octan-6-yl)-1H-pyrazole-4-carboxamide